tert-butyl 3-amino-1-(4-methoxybenzyl)-5-(pyridin-4-yl)-1H-pyrazole-4-carboxylate NC1=NN(C(=C1C(=O)OC(C)(C)C)C1=CC=NC=C1)CC1=CC=C(C=C1)OC